N[C@H]1CN(C[C@@H](C1)F)C(=O)C1=CC2=C(N(C(=N2)C2=CC=3C(=NC(=CC3)C3=CC=C(C=C3)NC(COC)=O)N2CC2CC2)C)C(=C1)OC N-[4-(2-{5-[(3R,5R)-3-amino-5-fluoropiperidine-1-carbonyl]-7-methoxy-1-methyl-1H-1,3-benzodiazol-2-yl}-1-(cyclopropylmethyl)-1H-pyrrolo[2,3-b]pyridin-6-yl)phenyl]-2-methoxyacetamide